FC(COC1=C(C=CC=C1)C=1C=2N(C=C(C1)C(F)(F)F)C=C(N2)C(=O)O)(F)F 8-(2-(2,2,2-trifluoroethoxy)phenyl)-6-(trifluoromethyl)imidazo[1,2-a]pyridine-2-carboxylic acid